OC1C=2C=CC(=C(C2CCC1)C(F)(F)F)C#N 5-hydroxy-1-(trifluoromethyl)-5,6,7,8-tetrahydronaphthalene-2-carbonitrile